CN(C(COC1CCC(CC1)NC(=O)C=1C2=C(N=C(N1)N1C=NC=C1)C=CN2)=O)C N-((1r,4r)-4-(2-(dimethylamino)-2-oxoethoxy)cyclohexyl)-2-(1H-imidazol-1-yl)-5H-pyrrolo[3,2-d]pyrimidine-4-carboxamide